C(=O)([O-])OC(=O)[O-].C1(C=CC=C1)[Ru+2] cyclopentadienyl-ruthenium dicarbonate